5-[4-(tert-butyl)phenyl]-3-(trifluoromethyl)-1H-pyrazole-4-carbonitrile C(C)(C)(C)C1=CC=C(C=C1)C1=C(C(=NN1)C(F)(F)F)C#N